C(C)OP(OCC)(=O)C#N cyanophosphoric acid diethyl ester